Cl.CC(CC(CC)=O)=O Hexane-2,4-Dione Hydrochloride